N-((S)-1-amino-3-hydroxy-2-methyl-1-oxopropan-2-yl)-5-(1-(dimethylamino)-2-phenylethyl)-2-methylbenzofuran-3-carboxamide NC([C@@](CO)(C)NC(=O)C1=C(OC2=C1C=C(C=C2)C(CC2=CC=CC=C2)N(C)C)C)=O